(R)-2-((1-(3,7-dimethyl-4-oxo-2-(4-(o-tolyl)piperazin-1-yl)-4H-pyrido[1,2-a]pyrimidin-9-yl)ethyl)amino)benzoic acid CC1=C(N=C2N(C1=O)C=C(C=C2[C@@H](C)NC2=C(C(=O)O)C=CC=C2)C)N2CCN(CC2)C2=C(C=CC=C2)C